2-[(2S)-2-aminobutyl]-5-chloro-N-[(furan-2-yl)methyl]-3-methylthieno[3,2-b]pyridin-7-amine N[C@H](CC1=C(C2=NC(=CC(=C2S1)NCC=1OC=CC1)Cl)C)CC